OCCNC(C=C)=O N-(2-Hydroxyethyl)acrylic amide